(1-methoxycyclopropyl)methanol COC1(CC1)CO